1-amino-4,4-dimethyl-3-pentanol NCCC(C(C)(C)C)O